1,3,6,9,11,14-hexahydroimidazo[4',5':5,6]quino[3,2-i]imidazo[4,5-a]acridine-2,8,10,16-tetraone N1C(NC=2C1=C1C(C3=CC=4NC5=CC=C6C(=C5C(C4C=C3NC1=CC2)=O)NC(N6)=O)=O)=O